7-(4-methoxybenzyl)-8-methyl-3-(3-methyl-1,2,4-thiadiazole-5-yl)imidazo[1,5-a]pyrazin-7-ium COC1=CC=C(C[N+]2=C(C=3N(C=C2)C(=NC3)C3=NC(=NS3)C)C)C=C1